C1(CC1)C(=O)NC=1N=C2N(N=C(C=C2)C=2C=C(C(=NC2)C)NC(=O)N2OCC[C@H]2C2=CC=CC=C2)C1 (S)-N-(5-(2-(cyclopropanecarboxamido)imidazo[1,2-b]pyridazin-6-yl)-2-methylpyridin-3-yl)-3-phenylisoxazolidine-2-carboxamide